3-(furan-2-yl)benzyl-3-phenethyl-3-(tetrahydrofuran-2-yl)pyrrolidine O1C(=CC=C1)C=1C=C(CN2CC(CC2)(C2OCCC2)CCC2=CC=CC=C2)C=CC1